NC=1N=CC(=NC1OC(C)C1=C(C(=CC=C1Cl)F)Cl)C=1C=C(C=CC1)C(=O)N1[C@H](CCC1)CN1CCCC1 (3-{5-amino-6-[1-(2,6-dichloro-3-fluoro-phenyl)-ethoxy]-pyrazin-2-yl}-phenyl)-[(2R)-2-pyrrolidin-1-ylmethyl-pyrrolidin-1-yl]-methanone